C1(CCC1)N1CC([C@H](CC1)NC1=NN2C(C(=N1)OC)=C(C=C2)C=2C=CC1=C(N(C(=N1)C)CC(F)F)C2)(F)F (S)-N-(1-cyclobutyl-3,3-difluoropiperidin-4-yl)-5-(1-(2,2-difluoroethyl)-2-methyl-1H-benzo[d]imidazol-6-yl)-4-methoxypyrrolo[2,1-f][1,2,4]triazin-2-amine